C(C)OC(CN1N=C(C(=C1C=O)C(=O)OCC)OCC)OCC Ethyl 1-(2,2-diethoxyethyl)-3-ethoxy-5-formyl-1H-pyrazole-4-carboxylate